2-benzyl-6-bromo-2,3,4,5-tetrahydro-1H-pyrido[4,3-b]indole C(C1=CC=CC=C1)N1CC2=C(NC=3C(=CC=CC23)Br)CC1